C1(=CC=CC=C1)C=1C=C(C=CC1OCCO)C1(C2=CC=CC=C2C=2C=CC=CC12)C1=CC(=C(C=C1)OCCO)C1=CC=CC=C1 9,9-bis(3-phenyl-4-(2-hydroxyethoxy)phenyl)fluorene